NC1=NN(C=2C1=NC(=CC2C(CO)O)Cl)C 1-(3-amino-5-chloro-1-methyl-1H-pyrazolo[4,3-b]pyridin-7-yl)ethane-1,2-diol